[4-[(2S)-5-(carbamoylamino)-2-[(2S)-2-[6-(2,5-dioxopyrrol-1-yl)hexanamido]-3-methylbutanamido]pentanamido]phenyl]methyl 4-nitrophenyl carbonate C(OCC1=CC=C(C=C1)NC([C@H](CCCNC(N)=O)NC([C@H](C(C)C)NC(CCCCCN1C(C=CC1=O)=O)=O)=O)=O)(OC1=CC=C(C=C1)[N+](=O)[O-])=O